4-chloro-6,7-dimethoxy-2-(pyridin-4-yl)quinazoline ClC1=NC(=NC2=CC(=C(C=C12)OC)OC)C1=CC=NC=C1